(2S,4S)-4-[[2-[3-[3-(1,3-dioxoisoindolin-2-yl)propyl]-2-methyl-indazol-4-yl]-4-pyridinyl]oxy]pyrrolidine-1,2-dicarboxylic acid O1-tert-butyl O2-methyl ester COC(=O)[C@H]1N(C[C@H](C1)OC1=CC(=NC=C1)C=1C2=C(N(N=C2C=CC1)C)CCCN1C(C2=CC=CC=C2C1=O)=O)C(=O)OC(C)(C)C